FC=1C(=CC(=C(C1)C1=CC=C(N=N1)N1CC(CC1)NC1CCOCC1)OCOC)C1=CN=C(S1)C {6-[5-fluoro-2-(methoxymethoxy)-4-(2-methyl-1,3-thiazol-5-yl)phenyl]pyridazin-3-yl}-N-(oxan-4-yl)pyrrolidin-3-amine